8-[(1R)-1-[[2-(2-fluorophenyl)-3-pyridyl]amino]ethyl]-6-methyl-3-oxazol-4-yl-2-(3-pyridyl)benzopyran-4-one FC1=C(C=CC=C1)C1=NC=CC=C1N[C@H](C)C1=CC(=CC=2C(C(=C(OC21)C=2C=NC=CC2)C=2N=COC2)=O)C